NN1C(OC2=C1C=CC=C2)C2=CC=CC=C2 (3-amino-2-benzoxazolyl)benzene